(S)-4-(tert-butoxycarbonyl)-1,4-oxaazepane-2-carboxylic acid C(C)(C)(C)OC(=O)N1C[C@H](OCCC1)C(=O)O